(±)-cis-N-[8-amino-6-(6-methyl-1H-benzimidazol-5-yl)-3-isoquinolyl]-2-fluoro-cyclopropanecarboxamide NC=1C=C(C=C2C=C(N=CC12)NC(=O)[C@H]1[C@H](C1)F)C1=CC2=C(NC=N2)C=C1C |r|